COC(C(C)=O)=O.ClC1=C(C=C(OCC(=O)NC(=O)C23CC(C2)(C3)C=3OC=C(N3)C3CCC3)C=C1)F 2-(4-chloro-3-fluoro-phenoxy)-N-[1-(4-cyclobutyloxazol-2-yl)-3-bicyclo[1.1.1]pentanoyl]acetamide methyl-2-oxopropionate